5-[4-amino-5-(trifluoromethyl)pyrrolo[2,1-f][1,2,4]triazin-7-yl]-N-[(3R,4S)-1-(3,5-difluoropyridine-4-carbonyl)-4-fluoropyrrolidin-3-yl]-3-fluoro-2-methylbenzamide NC1=NC=NN2C1=C(C=C2C=2C=C(C(=C(C(=O)N[C@@H]1CN(C[C@@H]1F)C(=O)C1=C(C=NC=C1F)F)C2)C)F)C(F)(F)F